COC1=CC=C(C=C1)Br p-bromoanisole